N-(2-(1-((5-(2,4-dioxotetrahydropyrimidin-1(2H)-yl)pyrazin-2-yl)methyl)piperidin-4-yl)-6-methoxy-2H-indazol-5-yl)-6-(trifluoromethyl)nicotinamide O=C1N(CCC(N1)=O)C=1N=CC(=NC1)CN1CCC(CC1)N1N=C2C=C(C(=CC2=C1)NC(C1=CN=C(C=C1)C(F)(F)F)=O)OC